(R)-4-(4-methylpyrazolo[1,5-a]pyridin-2-yl)-5-(pyrazin-2-yl)-4,5,6,7-tetrahydro-1H-imidazo[4,5-c]pyridine CC=1C=2N(C=CC1)N=C(C2)[C@@H]2N(CCC1=C2N=CN1)C1=NC=CN=C1